2-((1-(6-methyl-4-oxo-2-(quinolin-6-yl)-4H-chromen-8-yl)ethyl)amino)benzoic acid CC=1C=C2C(C=C(OC2=C(C1)C(C)NC1=C(C(=O)O)C=CC=C1)C=1C=C2C=CC=NC2=CC1)=O